2-(4-cyclopropyl-6-methoxy-pyrimidin-5-yl)-5-(difluoromethyl)-4-[[4-[1-methyl-4-(trifluoromethyl)imidazol-2-yl]phenyl]methoxy]pyrimidine C1(CC1)C1=NC=NC(=C1C1=NC=C(C(=N1)OCC1=CC=C(C=C1)C=1N(C=C(N1)C(F)(F)F)C)C(F)F)OC